C1=CC=CC=2C3=CC=CC=C3C(C12)COC(=O)NCCCCCC(=O)NCCCCOC1=CC=C(C=C1)[C@@H](C(=O)O)N1CC2=CC=CC=C2C1 (S)-2-(4-(4-(6-((((9H-fluoren-9-yl)methoxy)carbonyl)amino)hexanamido)butoxy)phenyl)-2-(isoindolin-2-yl)acetic acid